Dimethylolfurfurylideneacetone C(O)CC(=O)C(=CC1=CC=CO1)CO